The molecule is a benzoate ester in which 4-N-butylbenzoic acid and 2-(dimethylamino)ethanol have combined to form the ester bond; a local ester anaesthetic (ester caine) used for surface and spinal anaesthesia. It has a role as a local anaesthetic. It is a benzoate ester and a tertiary amino compound. CCCCNC1=CC=C(C=C1)C(=O)OCCN(C)C